N1(CCC1)C1CCN(CC1)C1=C(C=C(C=C1)NC=1N=C(C2=C(N1)SC=C2C)NC2=C(C=CC=C2)P(C)(C)=O)OCC (2-((2-((4-(4-(azetidin-1-yl)piperidin-1-yl)-3-ethoxyphenyl)amino)-5-methylthieno[2,3-d]pyrimidin-4-yl)amino)phenyl)dimethylphosphine oxide